1-(difluoromethyl)-6-bromo-3-((4-methoxy-3-(piperazin-1-yl)phenyl)sulfonyl)-1H-indole FC(N1C=C(C2=CC=C(C=C12)Br)S(=O)(=O)C1=CC(=C(C=C1)OC)N1CCNCC1)F